4-(5-((2-(4-(5-Fluoropyridin-3-yl)phenyl)-2-oxoethyl)thio)-1H-tetrazol-1-yl)benzoic acid FC=1C=C(C=NC1)C1=CC=C(C=C1)C(CSC1=NN=NN1C1=CC=C(C(=O)O)C=C1)=O